tert-butyl 7-(4-ethoxy-5-((7-fluoro-2-methyl-2H-indazol-5-yl)carbamoyl)pyrimidin-2-yl)-4,7-diazaspiro[2.5]octane-4-carboxylate C(C)OC1=NC(=NC=C1C(NC1=CC2=CN(N=C2C(=C1)F)C)=O)N1CCN(C2(CC2)C1)C(=O)OC(C)(C)C